2-(3-(2-chloro-6-(trifluoromethyl)pyrimidin-4-yl)-1-methyl-(trifluoromethyl)-3-azabicyclo[3.1.0]hexane-6-yl)acetic acid methyl ester COC(CC1C2CN(C(C12C)C(F)(F)F)C1=NC(=NC(=C1)C(F)(F)F)Cl)=O